NCC=1C=C(C=CC1)C=1C=C(C2=C(C(=CO2)COC2=C(C=CC(=C2)OC)CC(=O)OCC)C1)C(F)(F)F ethyl 2-(2-((5-(3-(aminomethyl)phenyl)-7-(trifluoromethyl)benzofuran-3-yl)methoxy)-4-methoxyphenyl)acetate